ClC1=NC=C(C(=N1)N1CC(C2=NC(=CC=C21)C2CC2)(C)C)C(=O)OC(C)C isopropyl 2-chloro-4-(5-cyclopropyl-3,3-dimethyl-2,3-dihydro-1H-pyrrolo[3,2-b]pyridin-1-yl)pyrimidine-5-carboxylate